ClC1=NC=C(C(=C1)C1=CC=CC=C1)[N+](=O)[O-] 2-Chloro-5-nitro-4-phenyl-pyridine